NC1CC(C1)N1CCN2C=3C(=CC=CC13)C=C2C2=NC1=C(N2C)C(=CC(=C1)C(=O)N1C[C@@H](CCC1)N)OC (R)-(2-(1-(3-aminocyclobutyl)-2,3-dihydro-1H-pyrrolo[1,2,3-de]quinoxalin-5-yl)-7-methoxy-1-methyl-1H-benzo[d]imidazol-5-yl)(3-aminopiperidin-1-yl)methanone